(1R,2S,3R,5R)-3-[5-(4-benzyl-1,3-thiazol-2-yl)-2-chloropyrrolo[2,3-d]pyrimidin-7-yl]-5-(1,2,5,6-tetrahydropyridin-3-yl)cyclopentane-1,2-diol C(C1=CC=CC=C1)C=1N=C(SC1)C1=CN(C=2N=C(N=CC21)Cl)[C@H]2[C@@H]([C@@H]([C@H](C2)C=2CNCCC2)O)O